Diethylene fluoride [F-].C=C.C=C